[1-(trifluoromethyl)cyclopropyl]methanone FC(C1(CC1)C=O)(F)F